(R)-1-(4-(2-(4-((R)-2-acetoxy-3-chloropropoxy)-3,5-dichlorophenyl)propan-2-yl)phenoxy)-3-hydroxypropan-2-yl acetate C(C)(=O)O[C@@H](COC1=CC=C(C=C1)C(C)(C)C1=CC(=C(C(=C1)Cl)OC[C@H](CCl)OC(C)=O)Cl)CO